N1=C(C=NC=C1)CNC(=O)C1=NOC=N1 [1,2,4]oxadiazole-3-carboxylic acid (pyrazin-2-ylmethyl)-amide